FC1=C(OCCCC2=C(N=CS2)C(=O)O)C=CC(=C1)C#CC(C)(NCCCC#C)C 5-[3-(2-fluoro-4-{3-methyl-3-[(pent-4-yn-1-yl)amino]But-1-yn-1-yl}phenoxy)propyl]-1,3-thiazole-4-carboxylic acid